4-Methoxy-5-(2,2,2-trifluoro-1-methoxyethyl)-1-(trifluoromethyl)-1H-indazol-3-amine COC1=C2C(=NN(C2=CC=C1C(C(F)(F)F)OC)C(F)(F)F)N